4-(2,4-difluorophenyl)-4-methylpentanoate FC1=C(C=CC(=C1)F)C(CCC(=O)[O-])(C)C